C1(=CC=CC=C1)N1N=CC(=C1)C1=CC=C(N1)C(=O)N([C@H]1CNCC1)CCC 5-(1-phenyl-1H-pyrazol-4-yl)-N-propyl-N-[(3R)-pyrrolidin-3-yl]-1H-pyrrole-2-carboxamide